[6-(1-tert-butylpyrazol-4-yl)-5-methyl-3-pyridyl]-[4-(5-chlorooxazolo[4,5-b]pyridin-2-yl)piperazin-1-yl]methanone C(C)(C)(C)N1N=CC(=C1)C1=C(C=C(C=N1)C(=O)N1CCN(CC1)C=1OC=2C(=NC(=CC2)Cl)N1)C